t-butyl (2R,4S)-2-methyl-4-((methylsulfonyl)oxy)piperidine-1-carboxylate C[C@H]1N(CC[C@@H](C1)OS(=O)(=O)C)C(=O)OC(C)(C)C